O.O.[Cl-].[Mn+2].NC1=NC=C(C(=N1)N[C@H](C([2H])([2H])O)C1=CC=CC=C1)C(=O)NN.[Cl-] (S)-2-amino-4-((2-hydroxy-1-phenylethyl-2,2-d2)amino)pyrimidine-5-carbohydrazide manganese(II) chloride dihydrate